C(C)C=1C(=C(C(=C(C1)O)OCCCCCC)CC)CC Tris-Ethylhexyloxyphenol